5-nitro-N-(4-(piperidin-1-ylsulfonyl)benzyl)-1H-indole-1-carboxamide [N+](=O)([O-])C=1C=C2C=CN(C2=CC1)C(=O)NCC1=CC=C(C=C1)S(=O)(=O)N1CCCCC1